C(C1=CC=CC=C1)N1C(/C(/C2=CC=C(C=C12)OC)=C/[N+](=O)[O-])=O (E)-1-benzyl-6-methoxy-3-(nitromethylene)indolin-2-one